di-(p-trifluoromethyl-phenyl)methylene(cyclopentadienyl)(2,7-di-tert-butylfluorenyl)zirconium dichloride [Cl-].[Cl-].FC(C1=CC=C(C=C1)C(=[Zr+2](C1=C(C=CC=2C3=CC=C(C=C3CC12)C(C)(C)C)C(C)(C)C)C1C=CC=C1)C1=CC=C(C=C1)C(F)(F)F)(F)F